dimethyl cyclohexa-1,4-diene-1,2-dicarboxylate C1(=C(CC=CC1)C(=O)OC)C(=O)OC